(R)-N-((R)-1-(4-Fluoro-3-methoxyphenyl)ethyl)-4-(3-fluoropyridin-4-yl)-2-methylpiperazine-1-carboxamide FC1=C(C=C(C=C1)[C@@H](C)NC(=O)N1[C@@H](CN(CC1)C1=C(C=NC=C1)F)C)OC